4-(7-fluoro-1-(4-(trifluoromethyl)phenyl)-1H-indazol-3-yl)-1-((2-(2-hydroxyethoxy)pyrimidin-4-yl)methyl)pyridin-2(1H)-one FC=1C=CC=C2C(=NN(C12)C1=CC=C(C=C1)C(F)(F)F)C1=CC(N(C=C1)CC1=NC(=NC=C1)OCCO)=O